ON1N=NC(=C1)C(=O)OC[C@@H]1CN(CCO1)C1CNC(CC1)[N+](=O)[O-] (S)-(4-(6-nitropiperidin-3-yl)morpholin-2-yl)methanol hydroxy-1H-1,2,3-triazole-4-carboxylate